[2-[4-benzyloxy-1-(4-fluorophenyl)indol-2-yl]-2-methyl-propoxy]-tert-butyl-dimethyl-silane C(C1=CC=CC=C1)OC1=C2C=C(N(C2=CC=C1)C1=CC=C(C=C1)F)C(CO[Si](C)(C)C(C)(C)C)(C)C